NC(C(=O)NC1=C(C=CC=C1)N=C1C=C(OC2=C1C=CC=C2)C2=CC1=C(OCO1)C=C2)C(C)(C)C 2-amino-N-(2-((2-(benzo[d][1,3]dioxol-5-yl)-4H-benzopyran-4-ylidene)amino)phenyl)-3,3-dimethylbutyramide